CC=1N=C2N(C=C(C=C2C)C=2C=C3C(NC(=NC3=CC2)C2CCN(CC2)C)=O)C1 6-(2,8-dimethylimidazo[1,2-a]pyridin-6-yl)-2-(1-methylpiperidin-4-yl)quinazolin-4(3H)-one